(4bR,5aR)-4-(5-methyl-1H-indazol-4-yl)-2-(2-(2-propenoyl)-2,6-diazaspiro[3.4]octan-6-yl)-4b,5,5a,6-tetrahydrocyclopropa[3,4]cyclopenta[1,2-b]pyridine-3-carbonitrile CC=1C(=C2C=NNC2=CC1)C1=C2C(=NC(=C1C#N)N1CC3(CN(C3)C(C=C)=O)CC1)C[C@@H]1[C@H]2C1